3,7-dihydroxy-2-naphthoate OC=1C(=CC2=CC(=CC=C2C1)O)C(=O)[O-]